bis{3-Z-[1-(4-(N-((4-methyl-piperazin-1-yl)-methylcarbonyl)-N-methyl-amino)-anilino)-1-phenyl-methylene]-6-methoxycarbonyl-2-indolinone} succinate C(CCC(=O)O)(=O)O.CN1CCN(CC1)CC(=O)N(C)C1=CC=C(N\C(\C2=CC=CC=C2)=C\2/C(NC3=CC(=CC=C23)C(=O)OC)=O)C=C1.CN1CCN(CC1)CC(=O)N(C)C1=CC=C(N\C(\C2=CC=CC=C2)=C\2/C(NC3=CC(=CC=C23)C(=O)OC)=O)C=C1